C1=C(C=CC2=CC=CC=C12)S(=O)O.CNC=1C(=CC=CC1)C N-methyltoluidine β-naphthalenesulphinate